S1C(=NC2=C1C=CC=C2)NC(=O)C=2C=CC=C1CCN(CC21)C2=CC=C(C(=N2)C(=O)O)C=2N=NN(C2C)CC21OC3CC(CC(C2)C3)C1 6-[8-(1,3-benzothiazol-2-ylcarbamoyl)-3,4-dihydroisoquinolin-2(1H)-yl]-3-[5-methyl-1-(2-oxatricyclo[3.3.1.13,7]dec-1-ylmethyl)-1H-1,2,3-triazol-4-yl]pyridine-2-carboxylic acid